5-bromo-N-[(3S)-oxolan-3-yl]pyrimidin-2-amine BrC=1C=NC(=NC1)N[C@@H]1COCC1